(S)-6-(2-amino-4-fluoro-5-(4-(2-isopropylmorpholino)phenyl)pyridin-3-yl)-3,4-dihydroisoquinolin-1(2H)-one NC1=NC=C(C(=C1C=1C=C2CCNC(C2=CC1)=O)F)C1=CC=C(C=C1)N1C[C@@H](OCC1)C(C)C